dicyclohexyl-(4-isopropylphenyl)phosphonium tetrafluoroborate F[B-](F)(F)F.C1(CCCCC1)[PH+](C1=CC=C(C=C1)C(C)C)C1CCCCC1